2,4-diaminophenoxyethanolate hydrochloride Cl.NC1=C(OC(C)[O-])C=CC(=C1)N